C(C)(=O)O[C@@H]1[C@@H]([C@H]([C@@H](SC2=C(C=CC(=C2)Cl)C#N)O[C@@H]1COC(C)=O)OC)N1N=NC(=C1)C1=CC(=C(C(=C1)F)C)F 5-Chloro-2-cyanophenyl 4,6-di-O-acetyl-3-deoxy-3-[4-(3,5-difluoro-4-methylphenyl)-1H-1,2,3-triazol-1-yl]-2-O-methyl-1-thio-α-D-galactopyranoside